C(C(=C)C)(=O)[O-].[Mg+] magnesium monomethacrylate